cyclohexylmethyl (2,2,2-trifluoroethyl)phosphonate FC(CP(OCC1CCCCC1)([O-])=O)(F)F